(2S)-2-((4S)-2-oxo-4-propylpyrrolidinyl)butanamide sodium [Na].O=C1N(C[C@H](C1)CCC)[C@H](C(=O)N)CC